C(=O)(O)C1=C(C=CC=C1C(=O)O)C(C)(C)C1=C(C(=CC=C1)C(=O)O)C(=O)O dl-2,2-bis(2,3-dicarboxyphenyl)propane